NC1=NC2=C(C=3N1N=C(N3)C=3OC=CC3)SC(N2CCN2CCN(CC2)C2=C(C=C(C=C2)O[C@@H]2CNC[C@H]2F)F)=O 5-amino-3-(2-(4-(2-fluoro-4-(((3R,4R)-4-fluoropyrrolidin-3-yl)oxy)phenyl)piperazin-1-yl)ethyl)-8-(furan-2-yl)thiazolo[5,4-e][1,2,4]triazolo[1,5-c]pyrimidin-2(3H)-one